2-(propylthio)nicotinamide C(CC)SC1=C(C(=O)N)C=CC=N1